4-(7-methoxy-3-methyl-4-oxo-3,4-dihydrophthalazin-1-yl)benzylcarbamic acid tert-butyl ester C(C)(C)(C)OC(NCC1=CC=C(C=C1)C1=NN(C(C2=CC=C(C=C12)OC)=O)C)=O